C(=O)O.CN(C)CC1=C(C=CC(=N1)NC=1C=CC(=C2CNC(C12)=O)C1=CN=C2N1C=CC(=C2)F)N2CCC(CC2)(C)O 7-[[6-[(dimethyl-amino)methyl]-5-(4-hydroxy-4-methyl-1-piperidyl)-2-pyridyl]amino]-4-(7-fluoro-imidazo[1,2-a]pyridin-3-yl)isoindolin-1-one Formic acid salt